3'-(2,6-dimethylpyridin-4-yl)-5'-(3-methyl-9H-carbazol-9-yl)-[1,1':2',1''-terphenyl] CC1=NC(=CC(=C1)C1=C(C(=CC(=C1)N1C2=CC=CC=C2C=2C=C(C=CC12)C)C1=CC=CC=C1)C1=CC=CC=C1)C